C(C=C)(=O)OCCCCCCCCCCCCCCCOC(C=C)=O 1,15-pentadecanediol diacrylate